O1NCC2=C1C=CC=C2 dihydrobenzoisoxazoline